(E)-2-((2-amino-6-(2-aminoacetamido)pyridin-3-yl)diazenyl)phenyl cyclopropanecarboxylate C1(CC1)C(=O)OC1=C(C=CC=C1)\N=N\C=1C(=NC(=CC1)NC(CN)=O)N